2-amino-N-[(2R)-3-(benzyloxy)-1-{2-methyl-3-phenyl-4H,6H,7H-pyrazolo[4,3-c]pyridin-5-yl}-1-oxopropan-2-yl]-2-methylpropanamide NC(C(=O)N[C@@H](C(=O)N1CC=2C(CC1)=NN(C2C2=CC=CC=C2)C)COCC2=CC=CC=C2)(C)C